C(C)C1=CC=C(S1)C1(C(C2(OC(C1O)C)OCC1=CC=CC=C12)(O)CO)O (5-ethylthiophene-2-yl)(hydroxymethyl)-6'-methyl-3',4',5',6'-tetrahydro-3H-spiro[isobenzofuran-1,2'-pyran]-3',4',5'-triol